1-oxo-7-(2-oxo-oxazolidin-3-yl)-1,2-dihydro-isoquinoline-3-carboxylic acid methyl ester COC(=O)C=1NC(C2=CC(=CC=C2C1)N1C(OCC1)=O)=O